C1(CC1)C=1C=C(C(N(C1)[C@H]1[C@H](CC1)O)=O)NC=1N(C=2C(=NC=C(C2OC)OC=2C=NN3C2C=CC=C3)N1)C 5-cyclopropyl-1-((1R,2S)-2-hydroxycyclobutyl)-3-((7-methoxy-1-methyl-6-(pyrazolo[1,5-a]pyridin-3-yloxy)-1H-imidazo[4,5-b]pyridin-2-yl)amino)pyridin-2(1H)-one